C(#N)C=1C=NN2C1C(=CC(=C2)C=2C=NN(C2)C)C=2C=NN(C2)C(=O)N[C@H](C)C=2C=NC(=CC2)OC (R)-4-(3-cyano-6-(1-methyl-1H-pyrazol-4-yl)pyrazolo[1,5-a]pyridin-4-yl)-N-(1-(6-methoxypyridin-3-yl)ethyl)-1H-pyrazole-1-carboxamide